N[C@H](C(=O)N1[C@@H](C[C@H](C1)O)C(=O)NCC1=C(C=C(C=C1)C#C)OCCCOC)C(C)(C)C (2S,4R)-1-[(2S)-2-amino-3,3-dimethyl-butanoyl]-N-[[4-ethynyl-2-(3-methoxypropoxy)phenyl]methyl]-4-hydroxy-pyrrolidine-2-carboxamide